7-(tert-butyl)-2,5-diphenylbenzoxazole-13C C(C)(C)(C)C1=CC(=CC=2N=[13C](OC21)C2=CC=CC=C2)C2=CC=CC=C2